C(C)N1C(C2=C3C(C(=CC=C13)S(=O)(=O)NC1=CC=C(C=C1)F)=CC=C2)=O Ethyl-N-(4-fluorophenyl)-2-oxo-1,2-dihydrobenzo[cd]indole-6-sulfonamide